ClC=1C(=NC=C(C1)Cl)\C=C\C1=CC(=C(C=C1)C(C)C)OC (E)-3,5-dichloro-2-(4-isopropyl-3-methoxyphenylvinyl)pyridine